lead-zinc-silver [Ag].[Zn].[Pb]